FC(C=1C=NC(=NC1)OC1CCC2(CN(C2)C(=O)OC(C)(C)C)CC1)(F)F tert-butyl 7-[5-(trifluoromethyl)pyrimidin-2-yl]oxy-2-azaspiro[3.5]nonane-2-carboxylate